C(C)(=O)NC1=C(C=C(C(=C1)C(=O)NC=1C=NC(=C(C1)Cl)N1N=CC=N1)Cl)C1=C(C=C(C=C1)F)Cl 2-Acetamido-2',5-dichloro-N-(5-chloro-6-(2H-1,2,3-triazol-2-yl)pyridin-3-yl)-4'-fluoro-[1,1'-biphenyl]-4-carboxamide